ClC=1C=C(C=CC1Cl)C=1N=C(NC1)C=1SC=CC1 4-(3,4-Dichlorophenyl)-2-(2-thienyl)imidazole